FC(C1=NNC=2CN(CCC21)C(=O)OC(C)(C)C)(F)F tert-butyl 3-(trifluoromethyl)-1,4,5,7-tetrahydro-6H-pyrazolo[3,4-c]pyridine-6-carboxylate